2-Methyl-4,6-bis[(n-octylthio)methyl]phenol CC1=C(C(=CC(=C1)CSCCCCCCCC)CSCCCCCCCC)O